FC1=C(C=CC(=C1)F)C1=NN=C(O1)S 5-(2,4-difluorophenyl)-1,3,4-oxadiazole-2-thiol